4-{4-[imino(methyl)oxo-λ6-sulfanyl]phenoxy}-7-methoxyquinoline-3-carbonitrile N=S(C1=CC=C(OC2=C(C=NC3=CC(=CC=C23)OC)C#N)C=C1)(=O)C